dimethyl-2-hydroxyethyl-ammonium propanesulfonate C(CC)S(=O)(=O)[O-].C[NH+](CCO)C